P1(=O)(OC2=C(C(=C(C=C2)C(C)(C)C)CC=2C(=C(C=CC2C(C)(C)C)O1)C(C)(C)C)C(C)(C)C)[O-] methylenebis(2,4-di-tert-butylphenyl) phosphate